5-[2-(cyclohexylmethylamino)-4-methyl-thiazol-5-yl]-N-(6-fluoro-4-methyl-3-pyridyl)-2-methoxybenzenesulfonamide C1(CCCCC1)CNC=1SC(=C(N1)C)C=1C=CC(=C(C1)S(=O)(=O)NC=1C=NC(=CC1C)F)OC